[H-].[Na+].COCCO[Al+2].[H-].[H-] 2-methoxyethoxyaluminum(III) sodium hydride